3-fluoro-5-((6-morpholino-2-azaspiro[3.4]oct-2-yl)sulfonyl)benzonitrile FC=1C=C(C#N)C=C(C1)S(=O)(=O)N1CC2(C1)CC(CC2)N2CCOCC2